methyl 2-thioxo-2H-thiopyran-5-carboxylate S=C1SC=C(C=C1)C(=O)OC